3,3-dimethylcyclobutanecarbaldehyde CC1(CC(C1)C=O)C